5-[4-(piperidin-4-yloxy)-5H,6H,7H-pyrrolo[3,4-b]pyridin-6-yl]-4-(trifluoromethyl)-2,3-dihydropyridazin-3-one N1CCC(CC1)OC1=C2C(=NC=C1)CN(C2)C2=C(C(NN=C2)=O)C(F)(F)F